2-(2-((2,4-dichloro-5-(2-oxoethoxy)phenyl)amino)-2-oxoethoxy)acetic acid ClC1=C(C=C(C(=C1)Cl)OCC=O)NC(COCC(=O)O)=O